C1(=CC(=CC(=C1)C(=O)[O-])C(=O)[O-])C1=CC(=CC(=C1)C(=O)[O-])C(=O)[O-] 1,1'-biphenyl-3,3',5,5'-tetracarboxylate